N-(2-((6-(3-(2,6-dichloro-3,5-dimethoxyphenyl)-1-methylureido)pyrimidin-4-yl)amino)-5-(4-ethyl-4,7-diazaspiro[2.5]octan-7-yl)phenyl)acrylamide diethanesulfonate salt C(C)S(=O)(=O)O.C(C)S(=O)(=O)O.ClC1=C(C(=C(C=C1OC)OC)Cl)NC(N(C)C1=CC(=NC=N1)NC1=C(C=C(C=C1)N1CCN(C2(CC2)C1)CC)NC(C=C)=O)=O